I.FC1=C(N)C(=CC=C1)F 2,6-difluoroaniline hydroiodide